N(=[N+]=[N-])C1=NC2=CC=C(C=C2C=C1)[C@@](C(=O)OC(C)C)(CC(C)(C)C)NC(=O)OCC1=CC=CC=C1 isopropyl (R)-2-(2-azidoquinoline-6-yl)-2-(((benzyloxy)carbonyl)amino)-4,4-dimethylpentanoate